BrC=1C=NC=CC1S(=O)(=O)N(C)C 3-bromo-N,N-dimethylpyridine-4-sulfonamide